C(C)(C)N1N=C(C(=C1C)O)C1=CC(=C(C=C1F)F)F 1-isopropyl-3-(3,4,6-trifluorophenyl)-5-methyl-pyrazole-4-ol